4-chloro-2-(4-(1-(chloromethyl)-5-cyclopropoxy-4-oxo-3,4-dihydropyrido[3,4-d]pyridazin-7-yl)-1-methyl-1H-pyrazol-5-yl)-6-cyclopropoxy-3-fluorobenzonitrile ClC1=C(C(=C(C#N)C(=C1)OC1CC1)C1=C(C=NN1C)C1=CC2=C(C(NN=C2CCl)=O)C(=N1)OC1CC1)F